3,3-dimethyl-1-[2-(1-phenyl-1H-pyrazol-4-yl)-1,3-thiazole-4-carbonyl]piperazine CC1(CN(CCN1)C(=O)C=1N=C(SC1)C=1C=NN(C1)C1=CC=CC=C1)C